p-aminodiethylaniline hydrochloride CCN(CC)C1=CC=C(C=C1)N.Cl